methyl 2-(2-{2-[4-(benzyloxy)quinolin-8-yl]acetamido}acetamido)acetate C(C1=CC=CC=C1)OC1=CC=NC2=C(C=CC=C12)CC(=O)NCC(=O)NCC(=O)OC